CC1=CC=C(C=C1)[Si](OCC)(OCC)OCC para-(methyl)phenyl-triethoxysilane